methyl 2-(2-bromo-3,4-difluorophenyl)acetate BrC1=C(C=CC(=C1F)F)CC(=O)OC